trans-N-[3-(5-bromothiazol-2-yl)cyclobutyl]Carbamic acid tert-butyl ester C(C)(C)(C)OC(N[C@@H]1C[C@H](C1)C=1SC(=CN1)Br)=O